N-[2-Cyano-3-(2,3-dihydro-1,4-benzodioxin-6-yl)phenyl]-4,5,6,7-tetrahydro[1,3]thiazolo[5,4-c]pyridin-2-carboxamid C(#N)C1=C(C=CC=C1C1=CC2=C(OCCO2)C=C1)NC(=O)C=1SC=2CNCCC2N1